5-[(8aS)-10-Acryloyl-6-chloro-4-fluoro-8,8a,9,10,11,12-hexahydropyrazino[2',1':3,4][1,4]oxazepino[5,6,7-de]quinazolin-5-yl]-6-methylquinazolin-4(3H)-one C(C=C)(=O)N1C[C@H]2COC=3C4=C(N=CN=C4C(=C(C3Cl)C3=C4C(NC=NC4=CC=C3C)=O)F)N2CC1